C=CCCCCCCCCCCCCCCCCCCCCCCCCCCCCCC dotriacontene